N-(5-cyclobutyl-1H-pyrazol-3-yl)-2-(4-((3-((2,6-dioxopiperidin-3-yl)amino)benzyl)oxy)phenyl)acetamide C1(CCC1)C1=CC(=NN1)NC(CC1=CC=C(C=C1)OCC1=CC(=CC=C1)NC1C(NC(CC1)=O)=O)=O